CC1CC2(C=3N1N=C(C3)C=3C=NC1=CC=CC=C1C3)CN(C2)C(CCN2N=CC=C2)=O 1-[6'-methyl-2'-(quinolin-3-yl)-5',6'-dihydrospiro[azetidine-3,4'-pyrrolo[1,2-b]pyrazol]-1-yl]-3-(1H-pyrazol-1-yl)propan-1-one